FC1=CC(=CC2=C1N(C(=N2)C2=CC=C(C=C2)S(=O)(=O)C)C)C2C[C@@H](N(CC2)C2CCNCC2)CC2COC2 7-fluoro-1-methyl-2-(4-(methylsulfonyl)phenyl)-5-(r-(oxetan-3-ylmethyl)-[1,4'-bipiperidin]-4-yl)-1H-benzo[d]imidazole